FC=1C(=NC(=NC1)N[C@H]1C[C@H](CCC1)C(=O)OC)C1=CC(=NC=C1)C(C)(C)O cis-methyl 3-((5-fluoro-4-(2-(2-hydroxypropan-2-yl)pyridin-4-yl)pyrimidin-2-yl)amino)cyclohexane-1-carboxylate